CN1CCN(CC1)C=1C=CC(=NC1)NC=1C2=C(C(=NC1)C1=CNC3=NC(=CC=C31)C(F)(F)F)CNC2=O 7-((5-(4-methylpiperazin-1-yl)pyridin-2-yl)amino)-4-(6-(trifluoromethyl)-1H-pyrrolo[2,3-b]pyridin-3-yl)-2,3-dihydro-1H-pyrrolo[3,4-c]pyridin-1-one